N1(CCC1)C1=NC=C(C=C1C1=NN=C(O1)C(=O)OCC)C#N ethyl 5-(2-(azetidin-1-yl)-5-cyanopyridin-3-yl)-1,3,4-oxadiazole-2-carboxylate